BrCCCCO[Si](C1=CC=CC=C1)(C1=CC=CC=C1)C(C)(C)C (4-Bromobutoxy)(t-butyl)diphenylsilane